FC=1C(=CC2=CC=CC=C2C1)C1=NN2C(CN(CC2)C(C=C)=O)=C1C1=CC=NC=C1 1-[2-(3-fluoronaphthalen-2-yl)-3-(pyridin-4-yl)-6,7-dihydropyrazolo[1,5-a]pyrazin-5(4H)-yl]prop-2-en-1-one